methyl erythronate O=C([C@H](O)[C@H](O)CO)OC